BrCC1CC(C1)O (1r,3r)-3-(bromomethyl)cyclobutan-1-ol